tert-butyl 6-[8-(1,3-benzothiazol-2-ylcarbamoyl)-3,4-dihydro-1H-isoquinolin-2-yl]-3-[2-methyl-3-[4-(3-oxopropyl)phenoxy]phenyl]pyridine-2-carboxylate S1C(=NC2=C1C=CC=C2)NC(=O)C=2C=CC=C1CCN(CC21)C2=CC=C(C(=N2)C(=O)OC(C)(C)C)C2=C(C(=CC=C2)OC2=CC=C(C=C2)CCC=O)C